S1(NCCC1)(=O)=O lambda6,2-thiazolidine-1,1-dione